S-(7-oxo-7-((4-phenylthiazol-2-yl)amino)heptyl) 4-phenylbutanethioate C1(=CC=CC=C1)CCCC(SCCCCCCC(NC=1SC=C(N1)C1=CC=CC=C1)=O)=O